CCCC(=O)OC1=CC=C(C=C1)[N+](=O)[O-] p-nitrophenylbutyrate